bromoethyl-1-bromobenzyl-2-bromoethyl-phenylmethane BrCCC(C1=CC=CC=C1)(CCBr)CC1(CC=CC=C1)Br